CC1=C(C=NC=C1C1=CC=CC=C1)C=O (4-methyl-5-phenylpyridin-3-yl)-methanone